(1S,2S,4R,5R,6R,7S)-N-(3,4-dichlorophenyl)-7-[2-(morpholin-4-yl)pyrimidin-5-yl]-8-oxatricyclo[3.2.1.02,4]octane-6-carboxamide ClC=1C=C(C=CC1Cl)NC(=O)[C@H]1[C@H]2[C@@H]3C[C@@H]3[C@@H]([C@@H]1C=1C=NC(=NC1)N1CCOCC1)O2